C(C)(=O)N1CCC(CC1)C=1OC2=C(C(=C(C=C2C(C1)=O)Cl)N)N 2-(1-acetylpiperidin-4-yl)-7,8-diamino-6-chloro-4H-chromen-4-one